N,N-dimethyl-1-dodecyl-amine CN(C)CCCCCCCCCCCC